CC=1C=CC=C2C(=NN(C12)C1OCCCC1)B(O)O 7-methyl-1-(oxan-2-yl)indazol-3-yl-boronic acid